7-Pyridin-2-Yl-N-(3,4,5-Trimethoxyphenyl)-7h-Pyrrolo[2,3-D]pyrimidin-2-Amine N1=C(C=CC=C1)N1C=CC2=C1N=C(N=C2)NC2=CC(=C(C(=C2)OC)OC)OC